tert-butyl (S)-((1-(5-chloro-2-ethoxyphenethyl)pyrrolidin-3-yl)methyl)carbamate ClC=1C=CC(=C(CCN2C[C@@H](CC2)CNC(OC(C)(C)C)=O)C1)OCC